2-(4,5-dichloro-6-oxopyridazin-1(6H)-yl)acetic acid ClC=1C=NN(C(C1Cl)=O)CC(=O)O